BrC=1C=C2C(=CNC2=CC1)C[C@@H]([C@H](C#N)NC1=C(C=C(C=C1)C1=CC=C(C=C1)N1CCOCC1)C(=O)OC)NC(=O)OC(C)(C)C |&1:12| Methyl 4-(((1RS,2S)-3-(5-bromo-1H-indol-3-yl)-2-((tert-butoxycarbonyl)amino)-1-cyanopropyl)amino)-4'-morpholino-[1,1'-biphenyl]-3-carboxylate